ClC=1C(=NC(=NC1)N1C[C@H](SCC1)C)NC1=CC=2C3=C(C(N(C2C=C1)C)=O)OCC([C@@H](N3)C3CC3)(F)F (S)-10-((5-Chloro-2-((R)-2-methylthiomorpholino)pyrimidin-4-yl)amino)-2-cyclopropyl-3,3-difluoro-7-methyl-1,2,3,4-tetrahydro-[1,4]oxazepino[2,3-c]chinolin-6(7H)-on